3-[(2,6-Diethylphenoxypropylsulfanyl)methyl]-1H-1,2,4-triazol-5(4H)-one C(C)C1=C(OCCCSCC2=NNC(N2)=O)C(=CC=C1)CC